NC1=CC2=CN(N=C2C=C1C1=COC=C1)CCOCC(=O)N 2-(2-(5-amino-6-(furan-3-yl)-2H-indazol-2-yl)ethoxy)acetamide